C(CCC)N1C2=C(N=C3C(N(C(N=C13)=O)CCCI)=O)C=C(C(=C2)C)C 3-(10-butyl-7,8-dimethyl-2,4-dioxo-4,10-dihydro-2H-benzo[g]pteridin-3-yl)-propyl iodide